ClC1=C(N=C(N(C1=O)C1=CC(=NC=C1C)N1N=C(C(=C1)F)C(C)(C)NC(=O)C1CC1)C)OC([2H])([2H])C1=NC=C(C=C1F)F N-(2-(1-(4-(5-chloro-4-((3,5-difluoropyridin-2-yl)methoxy-d2)-2-methyl-6-pyrimidinone-1(6H)-yl)-5-methylpyridin-2-yl)-4-fluoro-1H-pyrazol-3-yl)propane-2-yl)cyclopropanamide